1-(7-fluoro-1-methyl-6-(piperazin-1-yl)-1H-indazol-3-yl)dihydropyrimidine-2,4(1H,3H)-dione hydrochloride Cl.FC=1C(=CC=C2C(=NN(C12)C)N1C(NC(CC1)=O)=O)N1CCNCC1